2-(2-methoxy-4-(trifluoromethyl)phenoxy)ethyl-nicotinamide COC1=C(OCCC2=C(C(=O)N)C=CC=N2)C=CC(=C1)C(F)(F)F